Butyl 7-((methylsulfonyl)oxy)-4-azaspiro[2.5]octane-4-carboxylate CS(=O)(=O)OC1CCN(C2(CC2)C1)C(=O)OCCCC